ClC1=NC=NC(=C1[N+](=O)[O-])N1CCCC1 4-chloro-5-nitro-6-(pyrrolidin-1-yl)pyrimidine